2-(3-cyanophenyl)-N-((S)-(4,4-difluorocyclohexyl)(5-((S)-2-methoxy-1-((S)-2-oxo-4-(trifluoromethyl)imidazolidin-1-yl)ethyl)benzo[d]oxazol-2-yl)methyl)propanamide C(#N)C=1C=C(C=CC1)C(C(=O)N[C@H](C=1OC2=C(N1)C=C(C=C2)[C@@H](COC)N2C(N[C@@H](C2)C(F)(F)F)=O)C2CCC(CC2)(F)F)C